C(C)(C)(C)OC(C1=NC(=CC=C1C=1C=NN(C1)C(CCOC)C1=CC=CC=C1)N1CC2=C(C=CC=C2CC1)C(NC=1SC2=C(N1)C=CC=C2)=O)=O 6-(8-(benzo[d]thiazol-2-ylcarbamoyl)-3,4-dihydroisoquinolin-2(1H)-yl)-3-(1-(3-methoxy-1-phenylpropyl)-1H-pyrazol-4-yl)picolinic acid tert-butyl ester